C(C)OC(=O)[C@H](CCC1=CC=CC=C1)N[C@@H](C)C(=O)O N-(1(S)-ethoxycarbonyl-3-phenylpropyl)-L-alanine